BrC=1C=C(COCC=2C=C(C(=C(C2)C2=NN(C=N2)C)OC)[N+](=O)[O-])C=C(C1)F (5-(((3-bromo-5-fluorobenzyl)oxy)methyl)-2-methoxy-3-nitrophenyl)-1-methyl-1H-1,2,4-triazole